[Na].C12=CC=C(N1)C=C1C=CC(=N1)C=C1C=CC(N1)=CC=1C=CC(N1)=C2 porphyrin sodium salt